Cl.C(C)(C)(C)OC(=O)N1CCN(CC1)CCCCC1=NC(=C(C=C1)O)/C=N/O (E)-4-(4-(5-hydroxy-6-((hydroxyimino)methyl)pyridin-2-yl)butyl)piperazine-1-carboxylic acid tert-butyl ester hydrochloride